COCC1=NN2C(S1)=NC(=C2CN2CC(=CC2=O)CCC(F)(F)F)C(F)(F)F 1-[[2-(methoxymethyl)-6-(trifluoromethyl)imidazo[2,1-b][1,3,4]thiadiazol-5-yl]methyl]-3-(3,3,3-trifluoropropyl)-2H-pyrrol-5-one